O=C1NC(CCC1N1C(C2=CC=CC(=C2C1=O)NCCOCCOCCOCCOCCNC(=O)C=1C=CC=2N(C3=CC=C(C=C3C2C1)C)C1=CC=C(C=C1)C(F)(F)F)=O)=O N-(14-{[2-(2,6-dioxopiperidin-3-yl)-1,3-dioxo-2,3-dihydro-1H-isoindol-4-yl]amino}-3,6,9,12-tetraoxatetradecan-1-yl)-6-methyl-9-[4-(tri-fluoromethyl)phenyl]-9H-carbazole-3-carboxamide